ClC=1C=C(C=CC1)C1=NC2=C(N1)C=CC(=C2)NC2=NC(=CC(=N2)NCC)C N2-(2-(3-Chlorophenyl)-1H-benzo[d]imidazol-5-yl)-N4-ethyl-6-methylpyrimidine-2,4-diamine